N(=[N+]=[N-])C(C)(C)C1=CN=C(C2=CN=C(C=C12)Cl)O[C@H](C)C[C@@H](C)S(=O)(=O)CC 4-(2-azidopropan-2-yl)-6-chloro-1-(((2R,4R)-4-(ethylsulfonyl)pent-2-yl)oxy)-2,7-naphthyridine